NC1=NC=CC=C1C1=NC=2C(=NC(=CC2)C2=NC=CC=C2)N1C1=CC=C(CNC(OC(C)(C)C)=O)C=C1 tert-Butyl (4-(2-(2-aminopyridin-3-yl)-5-(pyridin-2-yl)-3H-imidazo[4,5-b]pyridin-3-yl)benzyl)carbamate